N-[4-(1H-1,3-Benzodiazol-2-yl)phenyl]-3-(benzyloxy)benzamid N1C(=NC2=C1C=CC=C2)C2=CC=C(C=C2)NC(C2=CC(=CC=C2)OCC2=CC=CC=C2)=O